methyl (S)-3-(8-(1-methyl-2-oxo-4-(trifluoromethyl)-2,5,6,7-tetrahydro-1H-cyclopenta[b]pyridin-3-yl)imidazo[1,2-a]pyridin-5-yl)-2-(tritylamino)propanoate CN1C2=C(C(=C(C1=O)C=1C=3N(C(=CC1)C[C@@H](C(=O)OC)NC(C1=CC=CC=C1)(C1=CC=CC=C1)C1=CC=CC=C1)C=CN3)C(F)(F)F)CCC2